2-(2-chloro-5-fluorophenyl)-N-(4-((4-fluorophenoxy)methyl)-3-sulfamylphenyl)acetamide ClC1=C(C=C(C=C1)F)CC(=O)NC1=CC(=C(C=C1)COC1=CC=C(C=C1)F)S(N)(=O)=O